1,4-dimethyl-3,4-dihydroquinolin-2(1H)-one CN1C(CC(C2=CC=CC=C12)C)=O